COCC (S)-1-methoxyethane